CC(C)[C@@H](C(=O)N[C@@H](C(C)C)C(=O)O)NC(=O)[C@H](CCC(=O)O)N The molecule is a tripeptide composed of L-glutamic acid and two L-valine units joined in sequence by peptide linkages. It has a role as a metabolite. It derives from a L-glutamic acid and a L-valine.